9-isopropyl-7,9-dihydro-8H-purine-8-one C(C)(C)N1C2=NC=NC=C2NC1=O